(S)-3-(1-oxo-4-((4-((4-(6-(thiazol-5-yl)pyridin-2-yl)piperazin-1-yl)methyl)benzyl)oxy)isoindolin-2-yl)piperidine-2,6-dione O=C1N(CC2=C(C=CC=C12)OCC1=CC=C(C=C1)CN1CCN(CC1)C1=NC(=CC=C1)C1=CN=CS1)[C@@H]1C(NC(CC1)=O)=O